7-(4-bromophenyl)-9-((2-fluoro-4-(trifluoromethyl)phenyl)carbamoyl)-1-oxaspiro[4.5]decane-8-carboxylic acid BrC1=CC=C(C=C1)C1CC2(CCCO2)CC(C1C(=O)O)C(NC1=C(C=C(C=C1)C(F)(F)F)F)=O